COCCN1N=CC(=C1)C1=CN2C(S1)=C(C=N2)C(=O)NC=2C=C(C=NC2C)NC(OC[C@H]2N(CCC2)C)=O (S)-(1-methylpyrrolidin-2-yl)methyl (5-(2-(1-(2-methoxyethyl)-1H-pyrazol-4-yl)pyrazolo[5,1-b]thiazole-7-carboxamido)-6-methylpyridin-3-yl)carbamate